C(CCCCCCC)OC(CCC(=O)OCC(C(COC(CCC(OCCCCCCCC)OCCCCCCCC)=O)OC(NCCCCN1CCCC1)=O)OC(NCCCCN1CCCC1)=O)OCCCCCCCC 2,3-bis(((4-(pyrrolidin-1-yl)butyl)carbamoyl)oxy)butane-1,4-diyl bis(4,4-bis-(octyloxy)butanoate)